5-(1-methylpyrazol-4-yl)-4-oxo-1H-pyrrolo[2,3-d]pyridazine-7-carboxylic acid CN1N=CC(=C1)N1N=C(C2=C(C1=O)C=CN2)C(=O)O